benzyl (S)-2-(cyanomethyl)-4-(2-(((S)-4,4-difluoropyrrolidin-2-yl)methoxy)-7-(naphthalen-1-yl)-5,6,7,8-tetrahydropyrido[3,4-d]pyrimidin-4-yl)piperazine-1-carboxylate C(#N)C[C@@H]1N(CCN(C1)C=1C2=C(N=C(N1)OC[C@H]1NCC(C1)(F)F)CN(CC2)C2=CC=CC1=CC=CC=C21)C(=O)OCC2=CC=CC=C2